CC=1C=C(NC1)C1=NC(=NO1)[C@H]1CC[C@H]2CSC3=C(C(N2C1)=O)C=CC=C3 (6aS,9S)-9-[5-(4-methyl-1H-pyrrol-2-yl)-1,2,4-oxadiazol-3-yl]-6,6a,7,8,9,10-hexahydro-12H-pyrido[2,1-c][1,4]benzothiazepin-12-one